BrC1=CC(=CC2=CN(N=C12)C)N 7-bromo-2-methyl-indazol-5-amine